hydroxyethyl-diethylamine OCCN(CC)CC